FC(C1=C(CN2N=CC(=C2)NC(=O)C2=NOC=C2)C=CC(=C1)C(F)(F)F)(F)F N-(1-(2,4-bis(trifluoromethyl)benzyl)-1H-pyrazol-4-yl)isoxazole-3-carboxamide